COC(=O)[C@H]1N(C[C@H](C1)OC1=NC=C(C=C1C12CCOCC2C1)Cl)C(=O)OC(C)(C)C (2S,4S)-4-[(5-chloro-3-{3-oxabicyclo[4.1.0]hept-6-yl}pyridin-2-yl)oxy]-pyrrolidine-1,2-dicarboxylic acid 1-tert-butyl 2-methyl ester